N1N=NC(=C1)C1CN(C1)C1=NN=C(O1)C=1C=NC(=NC1)NC1CC2=CC=C(C=C2C1)OC 5-(5-(3-(1H-1,2,3-triazol-4-yl)azetidin-1-yl)-1,3,4-oxadiazol-2-yl)-N-(5-methoxy-2,3-dihydro-1H-inden-2-yl)pyrimidin-2-amine